(R)-3-(5-(4-((1-(4-((1R,2S)-6-hydroxy-2-(pyridine-3-yl)-1,2,3,4-tetrahydronaphthalen-1-yl)phenyl)piperidin-4-yl)methyl)piperazin-1-yl)-1-oxoisoindolin-2-yl)piperidine-2,6-dione OC=1C=C2CC[C@@H]([C@@H](C2=CC1)C1=CC=C(C=C1)N1CCC(CC1)CN1CCN(CC1)C=1C=C2CN(C(C2=CC1)=O)[C@H]1C(NC(CC1)=O)=O)C=1C=NC=CC1